OC1CN(C1)CC[C@H](CSC1=CC=CC=C1)NC1=C(C=C(C=C1)S(=O)(=O)N)S(=O)(=O)C(F)(F)F (R)-4-((4-(3-hydroxyazetidin-1-yl)-1-(phenylthio)butan-2-yl)amino)-3-((trifluoromethyl)sulfonyl)benzenesulfonamide